(1-((2R,5S)-2,5-dimethylpiperazin-1-yl)-2,2-difluoroethyl)quinoxaline C[C@H]1N(C[C@@H](NC1)C)C(C(F)F)C1=NC2=CC=CC=C2N=C1